CC(CC=1SC(=CN1)C1=NC(=NC=C1C(F)(F)F)NC1CCN(CC1)S(=O)(=O)C=1N=CN(C1)C)(C)O 2-methyl-1-(5-(2-((1-((1-methyl-1H-imidazol-4-yl)sulfonyl)piperidin-4-yl)amino)-5-(trifluoromethyl)pyrimidin-4-yl)thiazol-2-yl)propan-2-ol